(2-(4-Cyanothiazolidin-3-yl)-2-oxoethyl)-6-(1-(6-methylpyridin-3-yl)cyclopropyl)quinoline-4-carboxamide C(#N)C1N(CSC1)C(CC1=NC2=CC=C(C=C2C(=C1)C(=O)N)C1(CC1)C=1C=NC(=CC1)C)=O